N'-(3,5-dimethoxybenzyl)-6-(4-methoxyphenyl)pyrazine-2-carbohydrazide COC=1C=C(CNNC(=O)C2=NC(=CN=C2)C2=CC=C(C=C2)OC)C=C(C1)OC